OC(=O)C(F)(F)F.CC1=NOC(=C1C1=CC=C(C=C1)C1C(C1)NCC1CCN(CC1)C1=NC=C(C=N1)C(=O)NO)C 2-(4-(((2-(4-(3,5-dimethylisoxazol-4-yl)phenyl)cyclopropyl)amino)methyl)piperidin-1-yl)-N-hydroxypyrimidine-5-carboxamide TFA Salt